tert-butyl 2'-chloro-7'-oxo-6'-(2,2,2-trifluoroethyl)-6',7'-dihydrospiro[piperidine-4,5'-pyrrolo[3,4-b]pyridine]-1-carboxylate ClC1=CC=C2C(=N1)C(N(C21CCN(CC1)C(=O)OC(C)(C)C)CC(F)(F)F)=O